N-(4-(2-(4-chlorophenyl)but-3-yn-2-yl)thiazol-2-yl)-6-(piperazin-1-yl)-3,4-dihydroisoquinoline-2(1H)-carboxamide ClC1=CC=C(C=C1)C(C)(C#C)C=1N=C(SC1)NC(=O)N1CC2=CC=C(C=C2CC1)N1CCNCC1